FC(CC(C(=O)NC1=NC=CC(=C1)C1=C(C=2C(NCCC2N1)=O)C1=CC=CC=C1)C1=CC=C(C=C1)F)F 4,4-Difluoro-2-(4-fluorophenyl)-N-[4-(4-oxo-3-phenyl-4,5,6,7-tetrahydro-1H-pyrrolo[3,2-c]pyridin-2-yl)pyridin-2-yl]butanamid